C(C)(C)C1=NN(C2=NC=CC(=C21)N2C=NC(=C2)C=2C=NN(C2)C)C2=CC(=C(C(=O)N)C=C2)CN2CCN(CC2)CC2CCNCC2 4-(3-isopropyl-4-(4-(1-methyl-1H-pyrazol-4-yl)-1H-imidazol-1-yl)-1H-pyrazolo[3,4-b]pyridine-1-yl)-2-((4-(piperidin-4-ylmethyl)piperazin-1-yl)methyl)benzamide